ClC1=C(C=2N=C(N=C(C2C=N1)N1CC2CCC(C1)N2C(=O)OC(C)(C)C)OCC2N(C(CC2)COS(=O)(=O)C)C)F tert-butyl 3-[7-chloro-8-fluoro-2-[[1-methyl-5-(methylsulfonyloxymethyl)pyrrolidin-2-yl]methoxy]pyrido[4,3-d]pyrimidin-4-yl]-3,8-diazabicyclo[3.2.1]octane-8-carboxylate